N-ethylcarbamic acid tert-butyl ester C(C)(C)(C)OC(NCC)=O